N1CCC12C(C=CC2)=O azaspiro[3.4]oct-6-en-5-one